FC1=NC=CC=C1C=CC(=O)N 3-(2-fluoropyridin-3-yl)acrylamide